cyclopropyl 3-(3-(3-fluoro-5-(imidazo[1,2-a]pyridine-3-carboxamido)-4-methylphenyl)-1,2,4-oxadiazol-5-yl)azetidine-1-carboxylate FC=1C=C(C=C(C1C)NC(=O)C1=CN=C2N1C=CC=C2)C2=NOC(=N2)C2CN(C2)C(=O)OC2CC2